ClC=1C(N(N=CC1CO)CC1=NC(=NO1)C[C@@H](F)C1=CC=C(C=C1)Cl)=O 4-chloro-2-({3-[(2R)-2-(4-chlorophenyl)-2-fluoroethyl]-1,2,4-oxadiazol-5-yl}methyl)-5-(hydroxymethyl)pyridazin-3-one